FC(C(=O)O)(F)F.NC1=NC=C(C2=C1N=C(N=C2)C=2C=C(C=CC2)C#C[C@]2(C(N(CC2)C)=O)O)C (R)-3-((3-(8-amino-5-methylpyrido[3,4-d]pyrimidin-2-yl)phenyl)ethynyl)-3-hydroxy-1-methylpyrrolidin-2-one trifluoroacetate